methyl 2-(trans-4-((4-aminobenzyl)(methyl)amino)cyclohexyl)acetate NC1=CC=C(CN([C@@H]2CC[C@H](CC2)CC(=O)OC)C)C=C1